4-[4-(1-piperidinyl)phenyl]-1,2,4-triazolidine-3,5-dione N1(CCCCC1)C1=CC=C(C=C1)N1C(NNC1=O)=O